The molecule is an alkyldiacylglycerol compound with stearoyl (octadecanoyl) groups at the 1- and 3-positions and an n-decyl group at the 2-position. It derives from a glycerol. CCCCCCCCCCCCCCCCCC(=O)OCC(COC(=O)CCCCCCCCCCCCCCCCC)OCCCCCCCCCC